C(C)(C)(C)OC(=O)N=[S@@](=O)(C=1C(=NC(=CC1)C)N1C[C@@H](CC1)CCC=O)N1[C@@H](CCC1)C(=O)OC Methyl ((S)-N-(tert-butoxycarbonyl)-6-methyl-2-((R)-3-(3-oxopropyl)pyrrolidin-1-yl)pyridine-3-sulfonimidoyl)-L-prolinate